L-(-)-cystine C([C@@H](C(=O)O)N)SSC[C@@H](C(=O)O)N